COC=1C2=CC=CC=C2C(=C2C=CC(=CC12)CC)OC 9,10-dimethoxy-2-ethyl-anthracene